FC1=CC=CC=2C=3N(C(SC21)=N)CCCN3 8-Fluoro-3,4-dihydrobenzo[e]pyrimido[1,2-c][1,3]thiazin-6(2H)-imine